3-oxo-2-(2-Phenylhydrazono)butanoic acid ethyl ester C(C)OC(C(C(C)=O)=NNC1=CC=CC=C1)=O